N1(CCNCC1)C=1C=2C(N=CC1)=C(NN2)C(=O)OCC ethyl 7-(piperazin-1-yl)-2H-pyrazolo[4,3-b]pyridine-3-carboxylate